COC1=CC=C(C=C1)S(=O)(=O)NC1=NC=C(C=C1)[N+](=O)[O-] 4-methoxy-N-(5-nitropyridin-2-yl)benzenesulfonamide